C(CCC)OC1=NN2C(C(=N1)N)=NC=C2CC2=C(C=C(C=C2)OC2CNCC2)F C2-butoxy-7-(2-fluoro-4-(pyrrolidin-3-yloxy)benzyl)imidazo[2,1-f][1,2,4]triazin-4-amine